C(C)(=O)N1C[C@@H]2[C@H](C1)CC(C2)C(=O)NC2=NC=CC(=C2)C=2C=C(N1CC(CC21)(C)C)C(N)=O (3aR,5s,6aS)-2-acetyl-N-(4-(5-carbamoyl-2,2-dimethyl-2,3-dihydro-1H-pyrrolizin-7-yl)pyridin-2-yl)octahydrocyclopenta[c]pyrrole-5-carboxamide